(1,2-dihydroxyethyl)-3,4-dihydroxytetrahydrofuran-2-ylglycinate OC(CO)N(CC(=O)[O-])C1OCC(C1O)O